CC(C)(C)OC(=O)N1CC(C1)=C 3-methyleneazetidine-1-carboxylic acid-1,1-dimethylethyl ester